icosa-5,11,14-trienoic acid C(CCCC=CCCCCC=CCC=CCCCCC)(=O)O